tert-butyl 3-(2-(2,2-dimethyl-4-oxo-3,8,11-trioxa-5-azatetradecan-14-amido)benzamido)-1H-pyrazole-1-carboxylate CC(C)(OC(NCCOCCOCCC(=O)NC1=C(C(=O)NC2=NN(C=C2)C(=O)OC(C)(C)C)C=CC=C1)=O)C